1-(5-(2-fluorophenyl)-1-((3-(3-methoxypropoxy)phenyl)sulfonyl)-1H-pyrrole-3-yl)-N-methyl-methylamine hydrochloride Cl.FC1=C(C=CC=C1)C1=CC(=CN1S(=O)(=O)C1=CC(=CC=C1)OCCCOC)CNC